C(C1=CC=CC=C1)N(CCCl)CCCl N-benzyl-bis(2-chloroethyl)amine